1-{5-[9-(1-benzyl-3,3-difluoropiperidin-4-yl)-3,9-diazaspiro[5.5]undecane-3-carbonyl]-2-chlorophenyl}-1,3-diazinane-2,4-dione C(C1=CC=CC=C1)N1CC(C(CC1)N1CCC2(CCN(CC2)C(=O)C=2C=CC(=C(C2)N2C(NC(CC2)=O)=O)Cl)CC1)(F)F